FC=1C=CC(=C(C1)C=1C=C2CC(C(C2=CC1)NC(O[C@@H]1CN2CCC1CC2)=O)(C)C)OC (S)-quinuclidin-3-yl (5-(5-fluoro-2-methoxyphenyl)-2,2-dimethyl-2,3-dihydro-1H-inden-1-yl)carbamat